N1(C=NC=C1)CC1=CC(=C2CCN(C(C2=C1)=O)C1=CC=NC2=C(C=C(C=C12)CC)CNC(C)=O)C=1C(=NN(C1)C)C(F)(F)F N-((4-(7-((1H-imidazol-1-yl)methyl)-5-(1-methyl-3-(trifluoromethyl)-1H-pyrazol-4-yl)-1-oxo-3,4-dihydroisoquinolin-2(1H)-yl)-6-ethylquinolin-8-yl)methyl)acetamide